N-(3-(3-chloro-2-(4-formyl-3-methoxyphenyl)pyridin-4-yl)-2-methylphenyl)-5-(3-fluoropropyl)-1-methyl-4,5,6,7-tetrahydro-1H-imidazo[4,5-c]pyridine-2-carboxamide ClC=1C(=NC=CC1C=1C(=C(C=CC1)NC(=O)C=1N(C2=C(CN(CC2)CCCF)N1)C)C)C1=CC(=C(C=C1)C=O)OC